ClC1=C(C=C(C=C1)NC(C1=C(C=CC=C1)OC(C)C)=O)C(F)(F)F N-(4-chloro-3-(trifluoromethyl)phenyl)-2-isopropoxybenzamide